4-methyl-N-(4-(trifluoromethyl)benzyl)aniline CC1=CC=C(NCC2=CC=C(C=C2)C(F)(F)F)C=C1